N-(5-chloro-6-(cyclopentylmethoxy)benzo[d]isoxazol-3-yl)-N-(2,4-dimethoxybenzyl)-2,4-difluorobenzenesulfonamide ClC=1C(=CC2=C(C(=NO2)N(S(=O)(=O)C2=C(C=C(C=C2)F)F)CC2=C(C=C(C=C2)OC)OC)C1)OCC1CCCC1